C(C1=CC=CC=C1)(=O)N1C(N(C=CC1=O)[C@H]1[C@@H]([C@@H]([C@H](O1)/C=C/P(OC)(OC)=O)O)CCC)=O dimethyl ((E)-2-((2R,3S,4R,5R)-5-(3-benzoyl-2,4-dioxo-3,4-dihydropyrimidin-1(2H)-yl)-3-hydroxy-4-propyltetrahydrofuran-2-yl)vinyl)phosphonate